2-bromo-1,1-biphenyl BrC1=C(C=CC=C1)C1=CC=CC=C1